2,2,2-trifluoro-1-(5-((3-fluoropyridin-4-yl)methyl)-1-((2-(trimethylsilyl)ethoxy)methyl)imidazol-2-yl)ethanol FC(C(O)C=1N(C(=CN1)CC1=C(C=NC=C1)F)COCC[Si](C)(C)C)(F)F